2-[3-(difluoromethyl)-1-bicyclo[1.1.1]pentanyl]-4,4,5,5-tetramethyl-1,3,2-dioxaborolane FC(C12CC(C1)(C2)B2OC(C(O2)(C)C)(C)C)F